2-methyl-7-(benzenesulfonyl)-1,2,4,7-tetrahydro-3H-pyrrolo[3',2':5,6]pyrido[3,4-b]Pyrazine-3-thione CC1NC2=C(NC1=S)C=NC1=C2C=CN1S(=O)(=O)C1=CC=CC=C1